CC(C)(C(C)C)NC1C(CCCC1)N N-(2,3-dimethylbut-2-yl)cyclohexane-1,2-diamine